C(C)(C)(C)OC(=O)N[C@H](C(=O)NC=1C(=C(C=CC1)CCCCCC(=O)O)F)CCC(N)=O 6-[3-[(2S)-2-[(tert-butoxycarbonyl)amino]-4-carbamoylbutan-amido]-2-fluorophenyl]hexanoic acid